pyridine-3,5-dicarbonyl dibromide N1=CC(=CC(=C1)C(=O)Br)C(=O)Br